C1(CC1)CN1C(=CC=2C1=NC(=CC2)O)C(=O)OC Methyl 1-(cyclopropylmethyl)-6-hydroxy-1H-pyrrolo[2,3-b]pyridine-2-carboxylate